(5s,7s)-2-cyclopropylsulfonyl-5-(2,5-difluorophenyl)-7-fluoro-6,7-dihydro-5H-pyrrolo[1,2-b][1,2,4]triazole C1(CC1)S(=O)(=O)C=1N=C2N(N1)[C@@H](C[C@@H]2F)C2=C(C=CC(=C2)F)F